COCC1(CCCCC1C1=CC=C(C=C1)NC)C(=O)O (methoxymethyl)-6-(4-(methylamino)phenyl)cyclohexane-1-carboxylic acid